3-formyl-1,5-dimethylsulfonyloxypentane C(=O)C(CCOS(=O)(=O)C)CCOS(=O)(=O)C